FC=1C=CC(=C2C=C(NC(C12)=O)CCC(=O)N1C2CN(CC1CC2)C2=CC=C(C=C2)F)C 8-fluoro-3-(3-(3-(4-fluorophenyl)-3,8-diazabicyclo[3.2.1]octan-8-yl)-3-oxopropyl)-5-methylisoquinolin-1(2H)-one